C(C)OC(CC1=NC=C(C=C1Cl)Cl)=O (3,5-dichloropyridin-2-yl)acetic acid ethyl ester